1-(2-(Difluoromethoxy)pyridin-4-yl)azetidin-3-yl 4-(azetidin-1-yl)-2-methyl-5,7-dihydro-6H-pyrrolo[3,4-d]pyrimidine-6-carboxylate N1(CCC1)C=1C2=C(N=C(N1)C)CN(C2)C(=O)OC2CN(C2)C2=CC(=NC=C2)OC(F)F